(R)-1-(3,5-dimethoxyphenyl)ethan-1-amine COC=1C=C(C=C(C1)OC)[C@@H](C)N